ethylhexyl methoxycinnamate (Ethylhexyl Methoxycinnamate) C(C)C1=C(C(=C(C(=O)O)OC)CCCCCC)C=CC=C1.COC(C(=O)OC(CCCCC)CC)=CC1=CC=CC=C1